CC1CCNC2=CC=CC=C12 4-methyl-1,2,3,4-tetrahydroquinoline